C(C)(C)(C)C1=CC=C(C=C1)C1=CSC=C1C1=CC=C(C=C1)C(C)(C)C 3,4-bis(4-(tert-butyl)phenyl)thiophene